10-(1,3-benzodioxol-5-yl)-3,8-dioxo-1-(2-thienyl)-2-(2-thienylmethyl)-4-oxa-2,7,9-triazadodecan-12-oate O1COC2=C1C=CC(=C2)C(NC(NCCOC(N(CC=2SC=CC2)CC=2SC=CC2)=O)=O)CC(=O)[O-]